(+/-)-4-Aminobutan-2-ol NCC[C@@H](C)O |r|